3,7-bis(hydroxymethyl)-5-(piperazin-1-yl)-2,3-dihydro-1,4-benzodioxine OCC1OC2=C(OC1)C=C(C=C2N2CCNCC2)CO